C(C)OCCO[Sn] ethoxyethoxytin